amino-N-(pyridin-3-yl)benzamide NC1=C(C(=O)NC=2C=NC=CC2)C=CC=C1